racemic-7,8-dichloro-1-methyl-10-((oxazol-4-ylmethyl)amino)-3,4,5,6-tetrahydroazepino[4,5-b]indol-2(1H)-one ClC1=C(C=C(C=2C3=C(NC12)CCNC([C@@H]3C)=O)NCC=3N=COC3)Cl |r|